4-(2,4-difluorophenoxy)-N-(6-oxo-1-(2-oxo-2-(((1-(phenylsulfonyl)-1H-pyrrolo[3,2-c]pyridin-2-yl)methyl)amino)ethyl)-2-phenyl-1,6-dihydropyrimidin-5-yl)benzamide FC1=C(OC2=CC=C(C(=O)NC3=CN=C(N(C3=O)CC(NCC3=CC=4C=NC=CC4N3S(=O)(=O)C3=CC=CC=C3)=O)C3=CC=CC=C3)C=C2)C=CC(=C1)F